3-cyclobutylisothiazol-amine C1(CCC1)C1(NSC=C1)N